Cl.FC=1C=C(C=NC1F)OC1CC(C1)NCC1=C2C=CN=CC2=CC=C1F (1r,3r)-3-((5,6-difluoropyridin-3-yl)oxy)-N-((6-fluoroisoquinolin-5-yl)methyl)cyclobutane-1-amine hydrochloride